C(C)(C)(C)OC(=O)N1C[C@H]2COC=3C4=C(N=CN=C4C(=C(C3)B(O)O)F)N2C[C@H]1C [(8aS,11R)-10-(tert-Butoxycarbonyl)-4-fluoro-11-methyl-8,8a,9,10,11,12-hexahydropyrazino[2',1':3,4][1,4]oxazepino[5,6,7-de]quinazolin-5-yl]boronic acid